(S)-N-((S)-3-((4-(dimethylamino)phenyl)sulphonylamino)-2-methylpropyl)-3-(2-methoxyphenyl)piperidine-1-sulfonamide CN(C1=CC=C(C=C1)S(=O)(=O)NC[C@@H](CNS(=O)(=O)N1C[C@@H](CCC1)C1=C(C=CC=C1)OC)C)C